4,4-dimethyl-isoxazole CC1(C=NOC1)C